ClC1=CC=C2C(=C(N(C2=C1F)C=1C=NN(C1)C(C)C)C1CC1)SC1=CC=CC(=N1)C(=O)O 6-((6-chloro-2-cyclopropyl-7-fluoro-1-(1-isopropyl-1H-pyrazol-4-yl)-1H-indol-3-yl)thio)picolinic acid